C1(=CC=CC=C1)S(=O)(=O)N1CC2=C(CC1)SC(=C2)C2=NOC(=N2)C(F)(F)F 3-(5-(phenylsulfonyl)-4,5,6,7-tetrahydrothieno[3,2-c]pyridin-2-yl)-5-(trifluoromethyl)-1,2,4-oxadiazole